(2s,4s)-N-(3-chloro-4-fluorophenyl)-4-cyano-4-fluoro-N-methyl-1-[6-methyl-4-(trifluoromethyl)pyridin-2-yl]pyrrolidine-2-carboxamide ClC=1C=C(C=CC1F)N(C(=O)[C@H]1N(C[C@](C1)(F)C#N)C1=NC(=CC(=C1)C(F)(F)F)C)C